C1(CC1)C1=CN=CC(=N1)CO (6-cyclopropylpyrazin-2-yl)methanol